NC1=NC2=C(N1[C@@H](CCCCNC(OC(C)(C)C)=O)C)C(=CC=C2)C=2N=NN(C2)C tert-butyl (R)-(5-(2-amino-7-(1-methyl-1H-1,2,3-triazol-4-yl)-1H-benzo[d]imidazol-1-yl)hexyl)carbamate